((((1r,5s,6r)-3,3-difluorobicyclo[3.1.0]hexane-6-yl)methyl)amino)-N-(4-methoxybenzyl)-N-methyl-5-(1-methyl-1H-imidazole-4-yl)pyridine-3-sulfonamide FC1(C[C@H]2C([C@H]2C1)CNC1=NC=C(C=C1S(=O)(=O)N(C)CC1=CC=C(C=C1)OC)C=1N=CN(C1)C)F